(S)-2-((3-chloro-2-((4-cyano-2-fluorobenzyl)oxy)-5,8-dihydro-1,7-naphthyridin-7(6H)-yl)methyl)-1-(oxetan-2-ylmethyl)-1H-benzo[d]imidazole-6-carboxylic acid ClC=1C(=NC=2CN(CCC2C1)CC1=NC2=C(N1C[C@H]1OCC1)C=C(C=C2)C(=O)O)OCC2=C(C=C(C=C2)C#N)F